(3R,5'S)-5'-(benzo[d]thiazole-2-carbonyl)spiro[indoline-3,3'-pyrrolidin]-2-one S1C(=NC2=C1C=CC=C2)C(=O)[C@@H]2C[C@@]1(CN2)C(NC2=CC=CC=C21)=O